methyl (E)-3-(3-((1S,2R,4R)-N-((2-chloro-4-(1-methyl-1H-indazol-5-yl)phenyl)methyl-d)bicyclo[2.2.1]heptane-2-carboxamido)-5-fluorophenyl)acrylate ClC1=C(C=CC(=C1)C=1C=C2C=NN(C2=CC1)C)C(N(C(=O)[C@H]1[C@H]2CC[C@@H](C1)C2)C=2C=C(C=C(C2)F)/C=C/C(=O)OC)[2H]